ClC1=C(C=CC=C1)C=O 4-chloro-3-formylbenzene